7-(benzyloxy)-4-(4-bromo-3-fluorophenyl)-2H-chromene C(C1=CC=CC=C1)OC1=CC=C2C(=CCOC2=C1)C1=CC(=C(C=C1)Br)F